FC1([C@@H](C1)CC(=O)N)F 2-((R)-2,2-difluorocyclopropyl)acetamide